ClC1=CC=C(C=C1)N1CCC2(CN(C2)C2=CC(=C(C(=O)O)C=C2)F)CC1 4-(7-(4-Chlorophenyl)-2,7-diazaspiro[3.5]nonan-2-yl)-2-fluorobenzoic acid